rac-tert-butyl (3-ethyl-5-(2-((2R,5S)-5-methyl-2-(1H-Thieno[2,3-c]Pyrazol-5-yl)piperidin-1-yl)-2-oxoacetamido)pyridin-2-yl)carbamate C(C)C=1C(=NC=C(C1)NC(C(=O)N1[C@H](CC[C@@H](C1)C)C1=CC2=C(NN=C2)S1)=O)NC(OC(C)(C)C)=O |r|